FC(C=1C(=C(C=CC1)[C@@H](C)NC=1C=2C(N=C(N1)C)=C(C(N(C2)N2CCOCC2)=O)OC2=CC(=NC=C2)C#N)F)F (R)-4-((4-((1-(3-(difluoromethyl)-2-fluorophenyl)ethyl)amino)-2-methyl-6-morpholino-7-oxo-6,7-dihydropyrido[4,3-d]pyrimidin-8-yl)oxy)pyridinecarbonitrile